C(C=C)OP(OC(C#C)(C)C)(=O)C methylphosphonic (1,1-dimethyl-2-propynyl) (2-propenyl) ester